methyl 6-(4-(1-(tert-butyl)-3-(4-chloro-3-fluorophenyl)-1H-pyrrolo[2,3-b]pyridine-6-carbonyl)piperazin-1-yl)-2,4-dimethylnicotinate C(C)(C)(C)N1C=C(C=2C1=NC(=CC2)C(=O)N2CCN(CC2)C2=NC(=C(C(=O)OC)C(=C2)C)C)C2=CC(=C(C=C2)Cl)F